FC1=CC=C(OC2=CC=C(\C=C/3\C(=C(C4=CC(=CC=C34)I)CC(=O)O)C)C=C2)C=C1 (Z)-2-(1-(4-(4-fluorophenoxy)benzylidene)-5-iodo-2-methyl-1H-inden-3-yl)acetic acid